(S)-1-(2-(4-methoxy-3-(2-morpholinoethoxy)phenyl)-5-methylthiazol-4-yl)ethanol COC1=C(C=C(C=C1)C=1SC(=C(N1)[C@H](C)O)C)OCCN1CCOCC1